FC(C(=O)O)(F)F.FC(C(=O)O)(F)F.NC[C@H](CNS(=O)(=O)C=1C(=C(C(=CC1)N1CC(=CC1)CN)C=1N=NNN1)S(=O)(=O)N)O (R)-N1-(3-amino-2-hydroxypropyl)-4-(3-(aminomethyl)-2,5-dihydro-1H-pyrrol-1-yl)-3-(2H-tetrazol-5-yl)benzene-1,2-disulfonamide bis(2,2,2-trifluoroacetate)